CC1=CC=C(O1)C1=NOC(=N1)C=1C(=NC=CC1)C1CCNCC1 3-(5-methylfuran-2-yl)-5-(2-(piperidin-4-yl)pyridin-3-yl)-1,2,4-oxadiazole